1,3-dichloro-2-propyl-phosphate ClCC(CCl)OP(=O)([O-])[O-]